ClCCNS(=O)(=O)C1=CC=C(C=C1)C1=C(C=CC=C1)C(F)(F)F N-(2-chloroethyl)-2'-(trifluoromethyl)-[1,1'-biphenyl]-4-sulfonamide